ClC1=CC=CC2=C1NC(=N2)C(=O)N2[C@@H](C=1C=CC=NC1CC2)[C@H](C)F (7-Chloro-1H-benzo[d]imidazol-2-yl)((S)-5-((S)-1-fluoroethyl)-7,8-dihydro-1,6-naphthyridin-6(5H)-yl)methanone